Triiodo-Thyronin IC([C@](N)(C(=O)O)I)(C1=CC=C(C=C1)OC1=CC=C(C=C1)O)I